ClC1=CC=C(CN2C[C@@H](CCC2)C2=CC=NC=3N2N=C(C3CN(C)C)C)C=C1 (R)-1-(7-(1-(4-chlorobenzyl)piperidin-3-yl)-2-methylpyrazolo[1,5-a]pyrimidin-3-yl)-N,N-dimethylmethanamine